C1(CC1)C=1C=C(C(=O)NC(C)C2=NC=CN=C2C2=NC=C(C=N2)OCC(F)(F)F)C=C(C1)C(F)(F)F 3-cyclopropyl-N-[1-[3-[5-(2,2,2-trifluoroethoxy)pyrimidin-2-yl]pyrazin-2-yl]ethyl]-5-(trifluoromethyl)benzamide